2-tert-Butylcyclohexylacetat C(C)(C)(C)C1C(CCCC1)CC(=O)[O-]